1-[6-(2,5-dimethyl-1H-pyrrol-1-yl)-4-methoxypyridin-3-yl]Piperazine CC=1N(C(=CC1)C)C1=CC(=C(C=N1)N1CCNCC1)OC